rac-tert-butyl ((3R,4S)-1-((3-(bromomethyl)phenyl)-sulfonyl)-3-fluoropiperidin-4-yl)carbamate BrCC=1C=C(C=CC1)S(=O)(=O)N1C[C@H]([C@H](CC1)NC(OC(C)(C)C)=O)F |r|